CC1(CCC(CC1)CC(=O)OC[C@H]1O[C@@]([C@@H]2OC(O[C@@H]21)(C)C)(C#N)C2=CC=C1C(=NC=NN12)N)C [(3aR,4R,6R,6aR)-6-{4-aminopyrrolo[2,1-f][1,2,4]triazin-7-yl}-6-cyano-2,2-dimethyl-dihydro-3aH-furo[3,4-d][1,3]dioxol-4-yl]methyl 2-(4,4-dimethylcyclohexyl)acetate